NC1[C@H]2CN([C@@H](C1)C2)C(=O)OC(C)(C)C tert-butyl (1R,4R)-5-amino-2-azabicyclo[2.2.1]heptane-2-carboxylate